rac-(2r,3s,4s,5r)-4-[[3-(3,4-difluorophenyl)-4,5-dimethyl-5-(trifluoromethyl)tetrahydrofuran-2-carbonyl]amino]pyridine-2-carboxylic acid methyl ester COC(=O)C1=NC=CC(=C1)NC(=O)[C@@H]1O[C@]([C@H]([C@H]1C1=CC(=C(C=C1)F)F)C)(C(F)(F)F)C |r|